C(C)N1CCN(CC1)CC=1C=CC(=NC1)NC1=NC=C(C(=N1)C1=CC2=C(N=C3N2CCCC3C)C(=C1)F)F N-(5-((4-ethylpiperazin-1-yl)methyl)pyridin-2-yl)-5-fluoro-4-(6-fluoro-4-methyl-1,2,3,4-tetrahydrobenzo[4,5]imidazo[1,2-a]pyridin-8-yl)pyrimidin-2-amine